C(C1=CC=CC=C1)OC[C@@H](C(=O)N[C@H](C(C(C(=O)OCC1=CC=CC=C1)(C)C)=O)C(C)C)NC(=O)OC(C)(C)C Benzyl (4S)-4-[(2S)-3-(benzyloxy)-2-{[(tert-butoxy)carbonyl]amino}propanamido]-2,2,5-trimethyl-3-oxohexanoate